N-((S)-4-Methyl-5-oxo-5,6,7,8-tetrahydro-4H-pyrazolo[1,5-a][1,3]diazepin-6-yl)-1-(((1S,3R)-3-methylcyclobutyl)methyl)-1H-1,2,4-triazol-3-carboxamid CN1C=2N(CC[C@@H](C1=O)NC(=O)C1=NN(C=N1)CC1CC(C1)C)N=CC2